(1R)-(4-chloro-2-(2-((tetrahydro-2H-pyran-2-yl)oxy)ethyl)phenyl)-((3aR,4R,6R,6aR)-6-methoxy-2,2-dimethyltetrahydrofuro[3,4-d][1,3]dioxol-4-yl)methanol ClC1=CC(=C(C=C1)[C@@H](O)[C@H]1O[C@H]([C@@H]2OC(O[C@@H]21)(C)C)OC)CCOC2OCCCC2